(1S,5R)-8-[(2,4-dimethoxyphenyl) methyl]-3,8-diazabicyclo[3.2.1]oct-6-ene-3-carboxylate COC1=C(C=CC(=C1)OC)CN1[C@@H]2CN(C[C@H]1C=C2)C(=O)[O-]